ClC1=NC=C(C(=C1)C1=C(C=NC(=C1)C)C(=O)N1C=NC=C1)OC (2'-chloro-5'-methoxy-6-methyl-(4,4'-bipyridin)-3-yl)(1H-imidazol-1-yl)methanone